(R)-N-((5s,8s)-4,4-difluoro-1-oxaspiro[4.5]dec-8-yl)-4-(5-(5-fluoro-2-methylpyridin-4-yl)-1H-pyrazole-3-carbonyl)-4-azaspiro[2.5]octane-7-carboxamide FC1(CCOC12CCC(CC2)NC(=O)[C@@H]2CCN(C1(CC1)C2)C(=O)C2=NNC(=C2)C2=CC(=NC=C2F)C)F